2-Fluoropiperidine FC1NCCCC1